C1=NC(=C2C(=N1)N(C=N2)[C@H]3[C@@H]([C@@H]([C@H](O3)CO)OP(=O)([O-])OC[C@@H]4[C@@H]5[C@H]([C@@H](O4)N6C=NC7=C(N=CN=C76)N)OP(=O)(O5)[O-])O)N The molecule is a linear 5'-hydroxy-diadenylate with a cyclic 2',3' phosphate terminus; major species at pH 7.3. It is an adenyl ribonucleotide, a cyclic oligonucleotide and an organophosphate oxoanion.